N1=CC=CC=2C(NC=CC12)([2H])[2H] [1,6]Naphthyridine-5,5-d2